CC=1C=C(C=2N(C(C=C(N2)N2CCOCC2)=O)C1)[C@@H](C)NC1=C(C#N)C=CC=C1 |r| (±)-2-({1-[7-methyl-2-(morpholin-4-yl)-4-oxo-pyrido[1,2-a]pyrimidin-9-yl]ethyl}amino)benzonitrile